tert-Butyl 2-(1,1-Dioxido-3-oxobenzo[d]isothiazol-2(3H)-yl)-2-oxoacetate O=S1(N(C(C2=C1C=CC=C2)=O)C(C(=O)OC(C)(C)C)=O)=O